3-iodo-4-methyl-1-(triphenylmethyl)-1H,4H,5H-pyrazolo[4,3-b]pyridin-5-one IC1=NN(C2=C1N(C(C=C2)=O)C)C(C2=CC=CC=C2)(C2=CC=CC=C2)C2=CC=CC=C2